5-((3-(((7-ethyl-6-oxo-5,6-dihydro-1,5-naphthyridin-3-yl)methyl)amino)cyclobutyl)amino)-N,6-dimethylpicolinamide C(C)C=1C(NC=2C=C(C=NC2C1)CNC1CC(C1)NC=1C=CC(=NC1C)C(=O)NC)=O